N1N=CC(=C1)C=1C=C2C=C(N=CC2=CC1)NC(=O)C1CCN(CC1)CC(C)(F)F N-(6-(1H-pyrazol-4-yl)isoquinolin-3-yl)-1-(2,2-difluoropropyl)piperidine-4-carboxamide